CC1(CC(CC(C1)C)CC(=O)[O-])C 3,3,5-Trimethylcyclohexylacetat